CC1OC2=CC(=CC=C2C(C1)N)OC1=CC=C(C=C1)C(F)(F)F 2-methyl-7-{4-(trifluoromethyl)phenoxy}chroman-4-amine